C(CC)C1OCC(CO1)O 2-propyl-5-hydroxy-1,3-dioxane